2-amino-8-chloro-N-(8-quinolylmethyl)quinazoline-4-carboxamide NC1=NC2=C(C=CC=C2C(=N1)C(=O)NCC=1C=CC=C2C=CC=NC12)Cl